CC(CC(=O)OOC(CCCC)=O)C pentanoyl 3-methylbutanoyl peroxide